tert-Butyl 5-(5-nitrofuran-2-carbonyl)-2,5-diazabicyclo[2.2.1]heptane-2-carboxylate [N+](=O)([O-])C1=CC=C(O1)C(=O)N1C2CN(C(C1)C2)C(=O)OC(C)(C)C